O=C1NC(CCC1N1C(C2=CC=CC(=C2C1=O)NCCOCCOCCOCCN(C)CC1=CC=C(C=C1)OC)=O)=O 2-(2,6-Dioxo-3-piperidyl)-4-[2-[2-[2-[2-[(4-methoxyphenyl)methyl-methylamino]ethoxy]ethoxy]ethoxy]ethylamino]isoindoline-1,3-dione